((S)-4-(7-(8-chloronaphthalen-1-yl)-2-(((S)-1-methylpyrrolidin-2-yl)methoxy)-5,6,7,8-tetrahydropyrido[3,4-d]pyrimidin-4-yl)piperazin-2-yl)acetonitrile ClC=1C=CC=C2C=CC=C(C12)N1CC=2N=C(N=C(C2CC1)N1C[C@@H](NCC1)CC#N)OC[C@H]1N(CCC1)C